3-(4-Chloro-phenyl)-adamantane-4-carboxylic acid (4-hydroxy-phenyl)-amide OC1=CC=C(C=C1)NC(=O)C1C2(CC3CC(CC1C3)C2)C2=CC=C(C=C2)Cl